C(C)(C)(C)OC(=O)N1[C@@H](C[C@H](C1)NS(=O)(=O)C1CCCC1)NC=O (2S,4R)-2-formylamino-4-(cyclopentylsulfonylamino)pyrrolidine-1-carboxylic acid tert-butyl ester